4-(5,6-diaminopyridin-2-yl)tetrahydropyran-4-carboxylic acid methyl ester COC(=O)C1(CCOCC1)C1=NC(=C(C=C1)N)N